FC=1C=C2C(=NC1NC1=CC=CC3=CC=CC=C13)NN=C2N 5-fluoro-N6-(naphthalen-1-yl)-1H-pyrazolo[3,4-b]pyridine-3,6-diamine